C1(CC1)C(N)C1=CC2=C(N(C=N2)COCC[Si](C)(C)C)C=C1 cyclopropyl(1-((2-(trimethylsilyl)ethoxy)methyl)-1H-benzo[d]imidazol-5-yl)methanamine